(2R,3R,4S,5S)-2-(4-butyl-7H-pyrrolo[2,3-d]pyrimidin-7-yl)-5-((R)-5,6-difluoro-1,3-dihydroisobenzofuran-1-yl)tetrahydrofuran-3,4-diol C(CCC)C=1C2=C(N=CN1)N(C=C2)[C@@H]2O[C@@H]([C@H]([C@H]2O)O)[C@@H]2OCC1=CC(=C(C=C21)F)F